CC(CC(=O)OOC(C)(C)CC)CC(C)(C)C tert-pentyl 3,5,5-trimethylhexaneperoxoate